N-carbamimidoyl-2-(2,6-dimethyl-3-(pyrimidin-5-yl)phenyl)acetamide C(N)(=N)NC(CC1=C(C(=CC=C1C)C=1C=NC=NC1)C)=O